3-((3-(4-(2-(isobutylsulfonyl)phenoxy)-3-(trifluoromethyl)phenyl)-1,2,4-oxadiazol-5-yl)methyl)-5,5-dimethyl-1-(2-morpholinoethyl)imidazolidine-2,4-dione C(C(C)C)S(=O)(=O)C1=C(OC2=C(C=C(C=C2)C2=NOC(=N2)CN2C(N(C(C2=O)(C)C)CCN2CCOCC2)=O)C(F)(F)F)C=CC=C1